2-amino-2-benzyl-N-(9-ethyl-5-fluoro-9-hydroxy-4-methyl-10,13-dioxo-2,3,9,10,13,15-hexahydro-1H,12H-benzo[de]pyrano[3',4':6,7]indolizino[1,2-b]quinolin-1-yl)-3,3,3-trifluoropropanamide NC(C(=O)NC1CCC=2C=3C1=C1C(=NC3C=C(C2C)F)C2=CC3=C(C(N2C1)=O)COC(C3(O)CC)=O)(C(F)(F)F)CC3=CC=CC=C3